The molecule is a polyprenyl phospho oligosaccharide that is a tetrasaccharide consisting of one glucuronic acid, one mannose and two glucose residues linked via a diphospho group to undecaprenol. It is a conjugate acid of a beta-D-GlcA-(1->2)-alpha-D-Man-(1->3)-beta-D-Glc-(1->4)-alpha-D-Glc-1-diphospho-ditrans,polycis-undecaprenol(3-). CC(=CCC/C(=C/CC/C(=C/CC/C(=C\\CC/C(=C\\CC/C(=C\\CC/C(=C\\CC/C(=C\\CC/C(=C\\CC/C(=C\\CC/C(=C\\COP(=O)(O)OP(=O)(O)O[C@@H]1[C@@H]([C@H]([C@@H]([C@H](O1)CO)O[C@H]2[C@@H]([C@H]([C@@H]([C@H](O2)CO)O)O[C@@H]3[C@H]([C@H]([C@@H]([C@H](O3)CO)O)O)O[C@H]4[C@@H]([C@H]([C@@H]([C@H](O4)C(=O)O)O)O)O)O)O)O)/C)/C)/C)/C)/C)/C)/C)/C)/C)/C)C